Ammonia aspartate N[C@@H](CC(=O)O)C(=O)O.N